2-(1-(ethyl-Sulfonyl)-3-(4-(2-(thiophen-2-yl)imidazo[4,5-d]pyrrolo[2,3-b]pyridin-1(6H)-yl)-1H-Pyrazol-1-yl)azetidin-3-yl)acetonitrile C(C)S(=O)(=O)N1CC(C1)(N1N=CC(=C1)N1C(=NC=2C1=C1C(=NC2)NC=C1)C=1SC=CC1)CC#N